(3R,4S)-4-((5-(1-(2,2-difluoroethyl)-1H-benzo[d][1,2,3]triazol-6-yl)-4-methoxypyrrolo[2,1-f][1,2,4]triazin-2-yl)amino)-3-fluoro-N,N-dimethylpiperidine-1-carboxamide FC(CN1N=NC2=C1C=C(C=C2)C=2C=CN1N=C(N=C(C12)OC)N[C@@H]1[C@@H](CN(CC1)C(=O)N(C)C)F)F